C1(CC1)C=1C=NC=2N(C1)C=C(N2)CNC2=NC(=NC=C2)NC(=O)[C@@H]2[C@H](C2)C2=NC=CC(=N2)C |r| rac-(1S*,2S*)-N-(4-(((6-cyclopropylimidazo[1,2-a]pyrimidin-2-yl)methyl)amino)pyrimidin-2-yl)-2-(4-methylpyrimidin-2-yl)cyclopropane-1-carboxamide